NC(C([C@H](CC1=CC=CC=C1)NC(=O)C1=C(N=C(O1)CC)C1=CC=CC=C1)=O)=O (S)-N-(4-AMINO-3,4-DIOXO-1-PHENYLBUTAN-2-YL)-2-ETHYL-4-PHENYLOXAZOLE-5-CARBOXAMIDE